N-(4-((2-methoxy-4-(methoxymethyl)phenyl)amino)-2-methyl-3-oxo-2,3-dihydro-1H-pyrazolo[3,4-b]pyridin-6-yl)cyclopropanecarboxamide COC1=C(C=CC(=C1)COC)NC1=C2C(=NC(=C1)NC(=O)C1CC1)NN(C2=O)C